C(CCCCCCCCCCC)(=O)NCCN(CCO)CC(=O)O.[Na] sodium N-lauroyl-N'-carboxymethyl-N'-hydroxyethyl-ethylenediamine